Cl.ClC[C@@H](C)N1CCOCC1 (R)-4-(1-CHLOROPROPAN-2-YL)MORPHOLINE HYDROCHLORIDE